phenylsulfonyl-(2,4,6-trimethylphenylsulfonyl)diazomethane C1(=CC=CC=C1)S(=O)(=O)C(=[N+]=[N-])S(=O)(=O)C1=C(C=C(C=C1C)C)C